dicyclohexyl-[2-(2,6-diisopropyloxyphenyl)phenyl]Phosphane C1(CCCCC1)P(C1=C(C=CC=C1)C1=C(C=CC=C1OC(C)C)OC(C)C)C1CCCCC1